ClC=1C(=C(C=CC1C=O)C1=C(SC=2N=CN=C(C21)O[C@@H](C(=O)OCC)CC2=C(C=CC(=C2)C=O)OCC2=NC(=NC=C2)C2=C(C=CC=C2)OC)C2=CC=C(C=C2)F)C (R)-ethyl 2-((5-((1S)-3-chloro-4-formyl-2-methylphenyl)-6-(4-fluorophenyl)thieno[2,3-d]pyrimidin-4-yl)oxy)-3-(5-formyl-2-((2-(2-methoxyphenyl)pyrimidin-4-yl)methoxy)phenyl)propanoate